(R)-5-(5-(5-fluoro-2-methoxypyridin-4-yl)-1H-pyrazole-3-carbonyl)-N-((1r,4R)-4-hydroxy-4-(trifluoromethyl)cyclohexyl)-5-azaspiro[3.5]nonane-8-carboxamide FC=1C(=CC(=NC1)OC)C1=CC(=NN1)C(=O)N1C2(CCC2)C[C@@H](CC1)C(=O)NC1CCC(CC1)(C(F)(F)F)O